N1C(=NC2=C1C=CC=C2)C(\C=C\C2=CC=C(C=C2)Cl)=O (E)-1-(1H-benzo[d]imidazol-2-yl)-3-(4-chlorophenyl)prop-2-en-1-one